FC1=C(OC2=C(C=C(N)C=C2)C2=CC(=NC(=C2)C)OC)C=CC(=C1)F 4-(2,4-difluorophenoxy)-3-(2-methoxy-6-methylpyridin-4-yl)aniline